(7aS,10aR)-N-(1-cyanocyclopropyl)-6-(dideutero(1-methyl-1H-pyrazol-4-yl)methyl)-5-oxo-6,7a,8,9,10,10a-hexahydro-5H-cyclopenta[4,5]imidazo[1,2-a]quinazoline-3-sulfonamide C(#N)C1(CC1)NS(=O)(=O)C1=CC=2C(N(C=3N(C2C=C1)[C@H]1[C@@H](N3)CCC1)C(C=1C=NN(C1)C)([2H])[2H])=O